5,7-dihydroxy-8-{[(2-hydroxyethyl)(methyl)amino]methyl}-3-(4-methoxyphenyl)-4H-chromen-4-one OC1=C2C(C(=COC2=C(C(=C1)O)CN(C)CCO)C1=CC=C(C=C1)OC)=O